FC=1C=C(CN(C2=CC=C(C#N)C=C2)C[C@@H](C2OCC3(CO2)CCNCC3)O)C=CC1OC (S)-4-((3-fluoro-4-methoxybenzyl)(2-hydroxy-2-(2,4-dioxa-9-azaspiro[5.5]undecan-3-yl)ethyl)amino)benzonitrile